N-benzyl-3-(4-chloroquinolin-6-yl)benzenesulfonamide C(C1=CC=CC=C1)NS(=O)(=O)C1=CC(=CC=C1)C=1C=C2C(=CC=NC2=CC1)Cl